FC1=C(C=C(C=C1)F)[C@@]1(O[C@H]1C)CN1N=CN=C1 1-(((2R,3S)-2-(2,5-difluorophenyl)-3-methyloxiran-2-yl)methyl)-1H-1,2,4-triazole